4-fluoro-3-trifluoromethyl-benzoic acid hydrazide FC1=C(C=C(C(=O)NN)C=C1)C(F)(F)F